7-cyclopentyl-N,N-dimethyl-2-[4-(2-piperazin-1-ylethyl)anilino]pyrrolo[2,3-d]pyrimidine-6-carboxamide C1(CCCC1)N1C(=CC2=C1N=C(N=C2)NC2=CC=C(C=C2)CCN2CCNCC2)C(=O)N(C)C